ClC=1C=C(C=C(C1)C)O 3-Chloro-5-methylphenol